N1C=NC2=C1C=CC(=C2)N2C(C(C2C2=C(C=C(C=C2F)C=2C=NN(C2)C)F)O)=O 1-(1H-benzo[d]imidazol-5-yl)-4-(2,6-difluoro-4-(1-methyl-1H-pyrazol-4-yl)phenyl)-3-hydroxyazetidin-2-one